CN(C)CC1=C(C=CC=C1)C1=CC=C(S1)C(C)NC=1C2=C(N=C(N1)C)C=NC(=C2)N2CCN(CC2)CC=2C=NC=CC2 N-[1-(5-{2-[(dimethylamino)methyl]phenyl}thiophen-2-yl)ethyl]-2-methyl-6-[4-(pyridin-3-ylmethyl)piperazin-1-yl]pyrido[3,4-d]pyrimidin-4-amine